COC(C1=C(C=CC(=C1)Br)C(Br)Br)=O 5-bromo-2-(dibromomethyl)benzoic acid methyl ester